C(C)(C)(C)OC(=O)N1CC(C(CC1)OC)C(=O)O (tert-butoxycarbonyl)-4-methoxypiperidin-3-carboxylic acid